C(C)(C)(C)C1=C(C(=CC(=C1)C=1C2=CC=CC=C2C=C2C=CC=CC12)C(C)(C)C)O 2,6-di-tert-butyl-4-(9-anthryl)phenol